2-(2,6-Dioxopiperidin-3-yl)-4-(oct-7-yn-1-ylamino)isoindoline O=C1NC(CCC1N1CC2=CC=CC(=C2C1)NCCCCCCC#C)=O